tungsten (III)-oxide [W+]=O